BrC1=CC=C(S1)C(=O)N[C@@H]1C[C@@H](CCC1)N1C(=NC2=C1C=NC(=C2)C(NO)=N)C2=NC=CC=C2 5-bromo-N-((1S,3R)-3-(6-(N-hydroxycarbamimidoyl)-2-(pyridin-2-yl)-3H-imidazo[4,5-c]pyridin-3-yl)cyclohexyl)thiophene-2-carboxamide